FC1=C(CN2C=CC3=CC(=CC(=C23)C(=O)N)I)C(=CC=C1)C(F)(F)F (2-fluoro-6-(trifluoromethyl)benzyl)-5-iodo-1H-indole-7-carboxamide